ClC=1C(=NC(=CC1)C)C(=O)NC=1C(=CC=2N(C1)C=C(N2)CCC(C)(C)O)OC 3-chloro-N-[2-(3-hydroxy-3-methyl-butyl)-7-methoxy-imidazo[1,2-a]pyridin-6-yl]-6-methyl-pyridine-2-carboxamide